CC1=C(C=NC=2OCCNC21)NC2=C(C(NC=C2)=O)C(=O)NC2=CC=C(C=C2)N2CCN(CC2)C(=O)C2C(C2)C 4-((8-methyl-2,3-dihydro-1H-pyrido[2,3-b][1,4]oxazin-7-yl)amino)-N-(4-(4-(2-methylcyclopropane-1-carbonyl)piperazin-1-yl)phenyl)-2-oxo-1,2-dihydropyridine-3-carboxamide